ClC=1C=CC(=C(C1)N1CON(CO1)C(C(=O)NC1=CC2=CN(N=C2C=C1)C)CC1=CC=C(C=C1)C)N1N=NC(=C1)Cl 2-(4-(5-Chloro-2-(4-chloro-1H-1,2,3-triazol-1-yl)phenyl)-2,5-dioxapiperazin-1-yl)-N-(2-methyl-2H-indazol-5-yl)-3-(p-tolyl)propanamide